1-(9Z-oleoyl)-sn-glycero-3-phosphocholine C(CCCCCCC\C=C/CCCCCCCC)(=O)OC[C@@H](O)COP(=O)([O-])OCC[N+](C)(C)C